ClC=1C=C(C=C(C1)Cl)[C@@H]1N(C[C@H](CC1)C)C(C(=O)NC=1C=C(C(=NC1)OC)C(=O)N)=O 5-[[2-[(2R,5S)-2-(3,5-dichlorophenyl)-5-methyl-1-piperidyl]-2-oxo-acetyl]amino]-2-methoxy-pyridine-3-carboxamide